alpha-aminocinnamic acid NC(C(=O)O)=CC1=CC=CC=C1